N(=[N+]=[N-])C1=CC=C(COC(=O)C(CCC[C@H](N)C(=O)O)N)C=C1 epsilon-p-azidobenzoxycarbonyl-lysine